COC(C1=C(C=C(C(=C1)OC)OCC(OC)OC)N)=O 2-Amino-4-(2,2-Dimethoxyethoxy)-5-methoxybenzoic acid methyl ester